1-(6-chloro-2-methylpyridin-3-yl)-4-methylpiperazine ClC1=CC=C(C(=N1)C)N1CCN(CC1)C